BrC1=C(C(=O)OC2(CC=C(CC2)C)C(C)=O)C=CC=C1 1-acetyl-4-methylcyclohex-3-en-1-yl 2-bromobenzoate